3-oxocyclobut-1-enolate O=C1C=C(C1)[O-]